ClC=1C=C(C=C(C1OC=1C=CC2=C(COC(N2)=O)C1)Cl)N1NC(NC(C1C#N)=O)=O [3,5-dichloro-4-[(2-oxo-1,4-dihydro-3,1-benzoxazin-6-yl)oxy]phenyl]-3,5-dioxo-1,2,4-triazine-6-carbonitrile